1-(sec-butylsulfonyl)piperidin C(C)(CC)S(=O)(=O)N1CCCCC1